5-(8-(7-Acetyl-3-isopropyl-5,6,7,8-tetrahydroimidazo[1,5-a]pyrazin-1-yl)isoquinolin-3-yl)-N-(3-(2-(2,6-dioxopiperidin-3-yl)-1-oxoisoindolin-4-yl)prop-2-yn-1-yl)picolinamide C(C)(=O)N1CC=2N(CC1)C(=NC2C=2C=CC=C1C=C(N=CC21)C=2C=CC(=NC2)C(=O)NCC#CC2=C1CN(C(C1=CC=C2)=O)C2C(NC(CC2)=O)=O)C(C)C